NCC1CN(CCO1)C(=O)C1CCN(CC1)C(=O)C1=C(C=C(C=C1)NC=1C=2N(C=CN1)C(=CN2)C2=CC(=C(C=C2)OC)F)Cl [4-[2-(aminomethyl)morpholine-4-carbonyl]piperidin-1-yl]-[2-chloro-4-[[3-(3-fluoro-4-methoxyphenyl)imidazo[1,2-a]pyrazin-8-yl]amino]phenyl]methanone